C(CC(=C)C)B1OC(C)(C)C(C)(C)O1 isopentenylboronic acid pinacol ester